O=C1NC(CCC1N1C(C2=CC=C(C=C2C1=O)N1CC2(C1)CCN(CC2)C2=CC=C(C=C2)N(C(C)=O)C2CCC(CC2)NC2=NC1=CC=CC=C1C=N2)=O)=O N-(4-(2-(2-(2,6-dioxopiperidin-3-yl)-1,3-dioxoisoindolin-5-yl)-2,7-diazaspiro[3.5]nonan-7-yl)phenyl)-N-((1r,4r)-4-(quinazolin-2-ylamino)cyclohexyl)acetamide